C(C)(C)(C)C=1C(=C(C=C(C1)CCC(=O)OCCCCCC(C)C)N1N=C2C(=N1)C=CC=C2)O 3-tert-butyl-2-hydroxy-5-(2-isooctyloxycarbonylethyl)phenyl-2H-benzotriazole